[Si](C)(C)(C(C)(C)C)O[C@H]1C[C@@H](N(C12CC2)C(=O)C2CC2)C(=O)OC Methyl (5R,7S)-7-((tert-butyldimethylsilyl)oxy)-4-(cyclopropanecarbonyl)-4-azaspiro[2.4]heptane-5-carboxylate